N1=C(C=CC=C1)C=1N=C(SC1)NC(=O)C1=CC=C(C(=O)NCCC(=O)O)C=C1 3-(4-((4-(pyridin-2-yl)thiazol-2-yl)carbamoyl)benzamido)propanoic acid